2-{methyl-[(1-methyl-1H-pyrazol-5-yl)methyl]amino}ethan-1-ol CN(CCO)CC1=CC=NN1C